ClC1=C(C=CC=C1Cl)C(CO)OC1=CC=C2C=CNC(C2=C1)=O 7-(1-(2,3-dichlorophenyl)-2-hydroxyethoxy)isoquinolin-1(2H)-one